O1C(=CC=C1)C=1C(=CC(=NC1)NC(C)=O)NC1=NC(=CC(=C1)C1(COCC1)OC)S(=O)(=O)C N-(5-(furan-2-yl)-4-((4-(3-methoxytetrahydrofuran-3-yl)-6-(methylsulfonyl)pyridin-2-yl)amino)pyridin-2-yl)acetamide